OC(COC1=C(C=CC=C1)C(CCC1=CC=CC=C1)=O)CNCCC 1-(2-(2-hydroxy-3-(propylamino)propoxy)phenyl)-3-phenylpropan-1-one